CN1N=CC(=C1)C1=CC2=C(N=CN=C2N2CC3CCC(C2)N3C(=O)OC(C)(C)C)N1 tert-butyl 3-(6-(1-methyl-1H-pyrazol-4-yl)-7H-pyrrolo[2,3-d]pyrimidin-4-yl)-3,8-diazabicyclo[3.2.1]octane-8-carboxylate